1-((2-(methoxymethyl)benzofuran-5-yl)methyl)-3-((1-methyl-1H-pyrazol-4-yl)methyl)-N-(1-methylcyclopropyl)-2,4-dioxo-1,2,3,4-tetrahydrothieno[2,3-d]pyrimidine-6-sulfonamide COCC=1OC2=C(C1)C=C(C=C2)CN2C(N(C(C1=C2SC(=C1)S(=O)(=O)NC1(CC1)C)=O)CC=1C=NN(C1)C)=O